sodium orthonitrate [N+]([O-])([O-])([O-])[O-].[Na+].[Na+].[Na+]